(R)-2-(5-((6-((4-(tert-butyl)benzyl)carbamoyl)-1,2-dimethyl-1H-indol-3-yl)methyl)-2-chlorophenoxy)propanoic acid C(C)(C)(C)C1=CC=C(CNC(=O)C2=CC=C3C(=C(N(C3=C2)C)C)CC=2C=CC(=C(O[C@@H](C(=O)O)C)C2)Cl)C=C1